NC(CN1CCN(CC1)C1=NC(=NC(=C1)N1CCOCC1)N1C(=NC2=C1C=CC=C2OC)C(F)F)=O 2-amino-2-oxoethyl-4-{2-[2-(difluoromethyl)-4-methoxy-1H-benzo[d]imidazol-1-yl]-6-morpholinopyrimidin-4-yl}piperazine